CC1(C(C1)C(C)CC=C(C)C)CO 1-methyl-2-(5-methylhex-4-en-2-yl)cyclopropylmethanol